(R)-4-(7-(3-aminopiperidin-1-yl)-3-(4-cyclopropyl-2-fluorophenyl)-3H-imidazo[4,5-b]pyridin-2-yl)-2-fluorobenzonitrile N[C@H]1CN(CCC1)C1=C2C(=NC=C1)N(C(=N2)C2=CC(=C(C#N)C=C2)F)C2=C(C=C(C=C2)C2CC2)F